C(#N)C=1C=C(C=CC1)C=1C=CC(NN1)=O 6-(3-cyanophenyl)-3-pyridazinone